O1C(C(N(C(C1([2H])[2H])([2H])[2H])C(C[Zn])=O)([2H])[2H])([2H])[2H] (2-(Morpholino-d8)-2-oxoethyl)zinc